ethyl N,N-dinonylcarbamate C(CCCCCCCC)N(C(OCC)=O)CCCCCCCCC